C1(CC1)C1=C(C(=NO1)C1=C(C=NC=C1Cl)Cl)/C=C/C1CC2(CN(C2)C(=O)OC(C)(C)C)C1 (E)-tert-butyl 6-(2-(5-cyclopropyl-3-(3,5-dichloropyridin-4-yl) isoxazol-4-yl) vinyl)-2-azaspiro[3.3]heptane-2-carboxylate